O=C1NC(CCC1N1C(C2=CC=CC(=C2C1=O)NCC1=CC=C(C=C1)CN1CCN(CC1)C(C(F)(F)F)C)=O)=O 2-(2,6-dioxopiperidin-3-yl)-4-(4-((4-(1,1,1-trifluoropropan-2-yl)piperazin-1-yl)methyl)benzylamino)isoindoline-1,3-dione